CN(C=NC([C@H](C)N(C(OC(C)(C)C)=O)C)=O)C tert-butyl N-[(1S)-2-[1-dimethylaminomethyleneamino]-1-methyl-2-oxo-ethyl]-N-methyl-carbamate